2,3-thiazole C=1SN=CC1